N1(CCCC1)CC1=C(C=CC=C1)C1=C(C=CC=C1)C#CC1=NNC2=CC=C(C=C12)C(=O)N1CC2(C1)CNCCC2 (3-((2'-(pyrrolidin-1-ylmethyl)-[1,1'-biphenyl]-2-yl)ethynyl)-1H-indazol-5-yl)(2,6-diazaspiro[3.5]nonan-2-yl)methanone